ClC1=CC(=NC=N1)N1C2CN(CC1CC2)C2=C(N=NC(=C2)C2=C(C=CC=C2)OCOC)N 4-(8-(6-chloropyrimidin-4-yl)-3,8-diazabicyclo[3.2.1]oct-3-yl)-6-(2-(methoxymethoxy)phenyl)pyridazin-3-amine